[(2R,3R,4S,5R)-3,5-bis(benzoyloxy)-4-chlorooxolan-2-yl]methyl benzoate C(C1=CC=CC=C1)(=O)OC[C@H]1O[C@@H]([C@H]([C@@H]1OC(C1=CC=CC=C1)=O)Cl)OC(C1=CC=CC=C1)=O